C1(CCCC1)N1N=CC(=C1)C(=O)O 1-cyclopentylpyrazole-4-carboxylic acid